FC1=C(C(=C(C=C1OC)OC)F)C=1N=C(C2=C(N1)C=NC(=C2)N[C@H]2[C@H](COC2)NC(C=C)=O)N2CC1(CCO1)C2 N-((3R,4S)-4-((2-(2,6-difluoro-3,5-dimethoxyphenyl)-4-(1-oxa-6-azaspiro[3.3]heptan-6-yl)pyrido[3,4-d]pyrimidin-6-yl)amino)tetrahydrofuran-3-yl)acrylamide